ClC1=NC(=NC=C1)NCCN(C1=C2C(N(C(C2=CC=C1)=O)C1C(NC(CC1)=O)=O)=O)C 4-((2-((4-chloropyrimidin-2-yl)amino)ethyl)(methyl)amino)-2-(2,6-dioxopiperidin-3-yl)isoindoline-1,3-dione